N-[1-[2-chloro-6-methoxy-4-(2-methyl-1-oxo-2,7-naphthyridin-4-yl)benzoyl]-4-piperidyl]-4-[4-[(2,6-dioxo-3-piperidyl)amino]phenyl]-N-methyl-piperidine-1-carboxamide ClC1=C(C(=O)N2CCC(CC2)N(C(=O)N2CCC(CC2)C2=CC=C(C=C2)NC2C(NC(CC2)=O)=O)C)C(=CC(=C1)C1=CN(C(C2=CN=CC=C12)=O)C)OC